[1,4]thiazino[2,3,4-ij]quinazoline-5,7(6H)-dione S1C=CN2C(NC(C3=CC=CC1=C23)=O)=O